4,4'-(2,3-dimethyltetramethylene)dipyrocatechol CC(CC=1C=C(C(O)=CC1)O)C(CC=1C=C(C(O)=CC1)O)C